2-Cyclopropyl-4-(((S)-2,2-difluorocyclopentyl)oxy)-N-((S,E)-4-(methylsulfonyl)but-3-en-2-yl)pyrimidine-5-carboxamide C1(CC1)C1=NC=C(C(=N1)O[C@@H]1C(CCC1)(F)F)C(=O)N[C@@H](C)\C=C\S(=O)(=O)C